BrC=1C=C(C=C(C1)C(C)(C)C)C1=NC=CC(=C1)C1=CC=C(C=C1)N1C2=CC=CC=C2C=2C=CC=CC12 9-(4-(2-(3-bromo-5-(tert-butyl)phenyl)pyridin-4-yl)phenyl)-9H-carbazole